N[C@@H](COC1=NC(=NC(=C1C)C1=C(C=CC=C1C)CC(C)C)NS(=O)(=O)C=1C=C(C(=O)O)C=CC1)CC(C)(C)C 3-[[4-[(2R)-2-amino-4,4-dimethyl-pentoxy]-6-(2-isobutyl-6-methyl-phenyl)-5-methyl-pyrimidin-2-yl]sulfamoyl]benzoic acid